N-[(2S)-1-[4-(3,4-dichlorobenzenesulfonyl)piperazin-1-yl]propan-2-yl]-8-(trifluoromethyl)quinazolin-4-amine ClC=1C=C(C=CC1Cl)S(=O)(=O)N1CCN(CC1)C[C@H](C)NC1=NC=NC2=C(C=CC=C12)C(F)(F)F